NN1C(=C(C(=C1)C=1C=NN(C1)C(C)C)C)C(=O)OC Methyl 1-amino-4-(1-isopropyl-1H-pyrazol-4-yl)-3-methyl-1H-pyrrole-2-carboxylate